(4-(3,4-dihydroisoquinolin-2(1H)-yl)piperidin-1-yl)methanone C1N(CCC2=CC=CC=C12)C1CCN(CC1)C=O